C(C)[C@H]1OC=2C(=CC3=CN(N=C3C2)C)CNC1 (R)-8-Ethyl-2-methyl-5,6,7,8-tetrahydro-2H-[1,4]oxazepino[6,7-f]indazole